(S)-1-(5-(6-chloro-3-(1H-imidazol-1-yl)-5-methoxy-1-methyl-1H-pyrrolo[3,2-b]-pyridin-2-yl)-4H-1,2,4-triazol-3-yl)-2-methoxy-N,N-dimeth-ylethan-1-amine ClC=1C=C2C(=NC1OC)C(=C(N2C)C=2NC(=NN2)[C@@H](COC)N(C)C)N2C=NC=C2